1-(2-(2-(7,8-Dimethyl-[1,2,4]triazolo[1,5-a]pyridin-6-yl)-3-isopropyl-1H-indol-5-yl)morpholino)-2-(dimethylamino)ethan-1-on CC1=C(C=2N(C=C1C=1NC3=CC=C(C=C3C1C(C)C)C1OCCN(C1)C(CN(C)C)=O)N=CN2)C